5-(2-bromo-5-methoxypyridin-4-yl)-7-(methylsulfonyl)pyrazolo[1,5-c]pyrimidine BrC1=NC=C(C(=C1)C1=CC=2N(C(=N1)S(=O)(=O)C)N=CC2)OC